C(C)OC1=NC(=CC(=C1)C1=C(C=C(C#N)C=C1)C1=NN=CN1C)N1C(C2=CC(=CC=C2C1)CO)=O 4-{2-Ethoxy-6-[6-(hydroxymethyl)-1-oxo-3H-isoindol-2-yl]pyridin-4-yl}-3-(4-methyl-1,2,4-triazol-3-yl)benzonitrile